CC1(N=NCO1)CO[C@@H]1C[C@@H](NCC1)C 5-methyl-5-[[(2S,4S)-2-methyl-4-piperidyl]oxymethyl]-1,3,4-oxadiazole